FC1=C(C=CC(=C1)F)C1=NC=2C(=NC(=CC2)N2[C@@H](CNCC2)C)N1 2-(2,4-difluorophenyl)-5-[(2R)-2-methylpiperazin-1-yl]-3H-imidazo[4,5-b]Pyridine